ClC1=CC=C(C(=N1)C#N)O[C@H](C)C=1C=C(C=C2C(C(=C(OC12)C=1C(=NC=CC1)F)C)=O)C 6-Chloro-3-[(1R)-1-[2-(2-fluoro-3-pyridyl)-3,6-dimethyl-4-oxo-chromen-8-yl]ethoxy]pyridine-2-carbonitrile